(R)-2-(1-((2-chloro-6-(5-((((4,4-difluoropentan-2-yl)oxy)carbonyl)amino)-1-methyl-1H-1,2,3-triazol-4-yl)pyridin-3-yl)ethynyl)cyclopropyl)acetic acid ClC1=NC(=CC=C1C#CC1(CC1)CC(=O)O)C=1N=NN(C1NC(=O)O[C@H](C)CC(C)(F)F)C